CC1=C(NC2=CC=C(C=C2)C(F)(F)F)C=CC=C1 2-methyl-N-(4-(trifluoromethyl)phenyl)aniline